C(C1=CC=CC=C1)OCCCCOC1=C(C=NC=C1)C1CN(C1)C(=O)OC(C)(C)C tert-butyl 3-(4-(4-(benzyloxy)butoxy)pyridin-3-yl)azetidine-1-carboxylate